3-propylisobenzofuran-1(3H)-one C(CC)C1OC(C2=CC=CC=C12)=O